4-(6-(3,5-dimethyl-1H-pyrazol-1-yl)-2-methylpyrimidin-4-yl)-N-(4-methoxyphenyl)piperazine-1-carboxamide CC1=NN(C(=C1)C)C1=CC(=NC(=N1)C)N1CCN(CC1)C(=O)NC1=CC=C(C=C1)OC